9-(2-amino-6-(4-(trifluoromethyl)-1H-pyrazol-1-yl)pyrimidin-4-yl)-1-(3,4-difluorophenyl)-1,9-diazaspiro[5.5]Undecan-2-one NC1=NC(=CC(=N1)N1CCC2(CCCC(N2C2=CC(=C(C=C2)F)F)=O)CC1)N1N=CC(=C1)C(F)(F)F